Cl.N1N=CC(=C1)CC(=O)OC methyl 2-(1H-pyrazol-4-yl)acetate hydrochloride